((TRANS)-2-methylcyclopropyl)((CIS)-2-((((CIS)-4-phenylcyclohexyl)oxy)-methyl)-3-(1H-pyrazol-3-yl)piperidin-1-yl)methanone C[C@H]1[C@@H](C1)C(=O)N1[C@H]([C@H](CCC1)C1=NNC=C1)CO[C@@H]1CC[C@@H](CC1)C1=CC=CC=C1